Methyl 6-(benzyloxy)-9-(4-cyanophenyl)-[1,2,4]triazolo[5,1-a]isoquinoline-5-carboxylate C(C1=CC=CC=C1)OC1=C(N2C(C3=CC(=CC=C13)C1=CC=C(C=C1)C#N)=NC=N2)C(=O)OC